N,N'-bis(4-aminophenyl)-N,N'-diphenyl-1,4-phenylenediamine NC1=CC=C(C=C1)N(C1=CC=C(C=C1)N(C1=CC=CC=C1)C1=CC=C(C=C1)N)C1=CC=CC=C1